COCC1=NC=2C(=NC(=CC2N2CCOCC2)N/N=C(\C)/C=2C=C(C=CC2)C)N1C (E)-4-(2-(methoxymethyl)-3-methyl-5-(2-(1-(m-tolyl)ethylidene)hydrazinyl)-3H-imidazo[4,5-b]pyridin-7-yl)morpholine